C(#N)C1=C(N[N+]#N)C=CC(=C1)C#N 2,4-dicyanoanilinediazonium